ethyl (chlorosulfonyl)acetate ClS(=O)(=O)CC(=O)OCC